7-methoxy-1-methyl-3H-pyrido[3,4-d]pyridazin-4-one COC1=CC2=C(C(NN=C2C)=O)C=N1